7-nitro-3,4-dihydroisoquinoline-2(1H)-carboxylic acid tert-butyl ester C(C)(C)(C)OC(=O)N1CC2=CC(=CC=C2CC1)[N+](=O)[O-]